(3R,4R)-1-(1-(2,6-Dichlorobenzyl)-5,6-difluoro-1H-benzimidazol-2-yl)-4-fluoro-3-piperidinamin ClC1=C(CN2C(=NC3=C2C=C(C(=C3)F)F)N3C[C@H]([C@@H](CC3)F)N)C(=CC=C1)Cl